(benzyl-3-aminopropyl)(triethoxy)silane C(C1=CC=CC=C1)C(CC[Si](OCC)(OCC)OCC)N